1,2-Dibromo-3-chloropropan BrCC(CCl)Br